FC(OC1=C(C=C(C=C1)S(=O)(=O)C(CO)C)C1=NN(C=C1NC(=O)C=1C=NN2C1N=CC=C2)C)F N-(3-(2-(difluoromethoxy)-5-((1-hydroxypropane-2-yl)sulfonyl)phenyl)-1-methyl-1H-pyrazol-4-yl)pyrazolo[1,5-a]pyrimidine-3-carboxamide